3-(5-(((1R,2R)-2-((((1s,4S)-4-methoxycyclohexyl)methyl)amino)cyclopentyl)oxy)-1-oxoisoindolin-2-yl)piperidine-2,6-dione COC1CCC(CC1)CN[C@H]1[C@@H](CCC1)OC=1C=C2CN(C(C2=CC1)=O)C1C(NC(CC1)=O)=O